N-(6-(4-fluorophenyl)-2-(3-hydroxy-3-methylbutyl)-2H-indazol-5-yl)-2-(3-(trifluoromethyl)phenyl)thiazole-4-carboxamide FC1=CC=C(C=C1)C=1C(=CC2=CN(N=C2C1)CCC(C)(C)O)NC(=O)C=1N=C(SC1)C1=CC(=CC=C1)C(F)(F)F